4-ethoxy-4-(4-(4-(4-(trifluoromethyl)phenyl)piperidine-1-carbonyl)phenyl)piperidine-1-carboxylic acid tert-butyl ester C(C)(C)(C)OC(=O)N1CCC(CC1)(C1=CC=C(C=C1)C(=O)N1CCC(CC1)C1=CC=C(C=C1)C(F)(F)F)OCC